(4-hydroxy-3,5-di-tert-butylphenyl)propionat OC1=C(C=C(C=C1C(C)(C)C)OC(CC)=O)C(C)(C)C